ClC1=C(C(=C(C=C1)B(O)O)F)F (4-chloro-2,3-difluorophenyl)boronic acid